(N-(5-morpholinoquinolin-8-yl)sulfamoyl)benzamide O1CCN(CC1)C1=C2C=CC=NC2=C(C=C1)NS(=O)(=O)C1=C(C(=O)N)C=CC=C1